The molecule is an N-acyl-L-alpha-amino acid anion resulting from the deprotonation of the carboxy group of N-[4-(indol-3-yl)butanoyl]-L-cysteine. The major species at pH 7.3. It is a conjugate base of a N-[4-(indol-3-yl)butanoyl]-L-cysteine. C1=CC=C2C(=C1)C(=CN2)CCCC(=O)N[C@@H](CS)C(=O)[O-]